sodium disuccinimidyl suberate C(CCCCCCC(=O)ON1C(CCC1=O)=O)(=O)ON1C(CCC1=O)=O.[Na]